7,8-dihydro-[1,3]dioxolo[4,5-g]isoquinoline O1COC=2C1=CC=1CCN=CC1C2